OC[C@@H]1N(CCN(C1)C(=O)OCC1=CC=CC=C1)C(=O)OC(C)(C)C (R)-4-benzyl 1-tert-butyl 2-(hydroxymethyl)piperazine-1,4-dicarboxylate